C1(C)=NC=CC=2C3=CC=C(OC)C=C3NC12 harmin